1,4-diamino-2,3-dicyano-1,4-bis(naphthylmercapto)butadiene NC(=C(C(=C(SC1=CC=CC2=CC=CC=C12)N)C#N)C#N)SC1=CC=CC2=CC=CC=C12